methanesulfonyl-4H,6H-cyclopenta[c]thiophen CS(=O)(=O)C=1SC=C2C1CCC2